1-(vinylsulfonyl)piperidin-4-amine trifluoroacetate FC(C(=O)O)(F)F.C(=C)S(=O)(=O)N1CCC(CC1)N